CC1(CC(O1)\C=C\C1=CC=CC2=CC=CC=C12)C (E)-4,4-dimethyl-2-(2-(naphthyl)vinyl)oxetane